C(C)N1C(=NC=2C1=NC(=CC2)C=2C=CN1N=C(N=CC12)N[C@@H]1CC[C@H](CC1)N1CCOCC1)C 5-(3-ethyl-2-methyl-3H-imidazo[4,5-b]pyridin-5-yl)-N-(trans-4-morpholinocyclohexyl)pyrrolo[2,1-f][1,2,4]triazin-2-amine